[N+](=[N-])=CC(CC[C@@H](C(=O)OC(C([2H])([2H])[2H])C([2H])([2H])[2H])NC([C@H](CCSC)OC)=O)=O propan-2-yl-1,1,1,3,3,3-d6 (S)-6-diazo-2-((S)-2-methoxy-4-(methylthio)butanamido)-5-oxohexanoate